2-[[[[3-(2,6-dichlorophenyl)-1-methyl-2-propen-1-ylidene]amino]oxy]methyl]-α-(methoxyimino)-N-methylbenzeneacetamide ClC1=C(C(=CC=C1)Cl)C=CC(C)=NOCC1=C(C=CC=C1)C(C(=O)NC)=NOC